(2R,5S)-N-{2-benzyl-2-azaspiro[3.3]heptan-6-yl}-4-[5-(cyclopropane-sulfonyl)pyrimidin-2-yl]-2,5-dimethylpiperazine-1-carboxamide C(C1=CC=CC=C1)N1CC2(C1)CC(C2)NC(=O)N2[C@@H](CN([C@H](C2)C)C2=NC=C(C=N2)S(=O)(=O)C2CC2)C